C1=CC(OC(=O)C)=C2C=3[C@@]45[C@@H](O2)[C@@H](OC(=O)C)C=C[C@H]4[C@@H](CC13)N(C)CC5 anti-Heroin